C(C=C)NC(CC=C)[C@@]1(OC2=C(C1)C(=C(C(=C2)F)Cl)Br)C2=CC=CC=C2 N-allyl-1-((S)-4-bromo-5-chloro-6-fluoro-2-phenyl-2,3-dihydrobenzofuran-2-yl)but-3-en-1-amine